(R)-5-((1-(5-fluoro-2-hydroxypyridin-3-yl)cyclopropyl)amino)-N-(1-hydroxypropan-2-yl)pyrazolo[1,5-a]Pyrimidine-3-carboxamide Samarium oxygen [O].[Sm].FC=1C=C(C(=NC1)O)C1(CC1)NC1=NC=2N(C=C1)N=CC2C(=O)N[C@@H](CO)C